CN(C)CC1(CC1)COC1=NC2=C(C(=C(C=C2C(=N1)OC(=O)N1C2C(NC(C1)CC2)C=C)F)C2=CC(=CC1=CC=CC=C21)OCOC)F 2-((1-((dimethylamino)methyl)cyclopropyl)methoxy)-6,8-difluoro-7-(3-(methoxymethoxy)naphthalen-1-yl)quinazolin-4-yl-6-vinyl-2,5-diazabicyclo[2.2.2]octane-2-carboxylate